ethyl 6-(methoxymethyl)-6-methyl-1,4,5,7-tetrahydroindazole-3-carboxylate COCC1(CCC=2C(=NNC2C1)C(=O)OCC)C